C1(CC1)N1CC(CC1=O)C(=O)NCC1=C(C(=CC=C1)F)F 1-cyclopropyl-N-[(2,3-difluorophenyl)methyl]-5-oxopyrrolidine-3-carboxamide